OC(COC1=CC=C(C2=C1N=C(O2)N2CC1N(C(C2)C1)C(=O)OC(C)(C)C)C=1SC=CN1)(C)C tert-Butyl 3-(4-(2-hydroxy-2-methylpropoxy)-7-(thiazol-2-yl)benzo[d]oxazol-2-yl)-3,6-diazabicyclo[3.1.1]heptane-6-carboxylate